5-(2-fluoro-4-nitro-phenoxy)-4-methyl-pyridin-3-ol FC1=C(OC=2C(=C(C=NC2)O)C)C=CC(=C1)[N+](=O)[O-]